BrC1=C(C=CC=C1)C1(CC(C1)(OC)OC)C#N 1-(2-bromophenyl)-3,3-dimethoxycyclobutane-1-carbonitrile